OCCCNC(O[C@@H]1CC[C@H](CC1)C(N(C[C@@H]1CC[C@H](CC1)C1=NC(=C(C=C1)OC)C)C1=CC(=CC=C1)C=1C=NN(C1)C(C)C)=O)=O trans-4-((3-(1-Isopropyl-1H-pyrazol-4-yl)phenyl)((trans-4-(5-methoxy-6-methylpyridin-2-yl)cyclohexyl)methyl)carbamoyl)cyclohexyl (3-hydroxypropyl)carbamate